methoxy-1-methyl-1H-imidazo[4,5-c]pyridine-6-carboxylic acid COC=1N(C2=C(C=NC(=C2)C(=O)O)N1)C